o-aminomethyl-benzene NCC1=CC=CC=C1